coenzyme A-d [C@@H]1([C@H](O)[C@H](OP(=O)(O)O)[C@@H](COP(=O)(O)OP(=O)(O)OCC(C)(C)[C@@H](O)C(=O)NCCC(=O)NCCS[2H])O1)N1C=NC=2C(N)=NC=NC12